C(C)(C)(C)OC(=O)[N-]CCCCC(N1CCN(CC1)C1=NC=C(C=N1)C(F)(F)F)=O t-Butoxycarbonyl-(5-oxo-5-(4-(5-(trifluoromethyl)pyrimidin-2-yl)piperazin-1-yl)pentyl)amide